CC1(CN(C1)CC=O)C 2-(3,3-dimethyl-azetidin-1-yl)ethan-1-one